COC1=NC2=C(C=CC=C2C=C1C(=O)O)C(NC1=CSC=C1)=O 2-methoxy-8-(thiophen-3-ylcarbamoyl)quinoline-3-carboxylic acid